(3,5-dichloro-4-((3-methyl-1H-pyrazolo[3,4-b]pyridin-5-yl)oxy)phenyl)-5-oxo-4,5-dihydro-1,2,4-oxadiazole-3-carboxamide ClC=1C=C(C=C(C1OC=1C=C2C(=NC1)NN=C2C)Cl)N2C(=NOC2=O)C(=O)N